ClC1=NC=C2N(C(N(C2=N1)[C@H]1COCC1)=O)C 2-chloro-7-methyl-9-[(3R)-tetrahydro-3-furanyl]-7,9-dihydro-8H-purin-8-one